N1N=CC2=CC(=CC=C12)C1=CN=C2C(=N1)N(CCN2)CCC2CCOCC2 7-(1H-indazol-5-yl)-1-(2-(tetrahydro-2H-pyran-4-yl)ethyl)-3,4-dihydropyrazino[2,3-b]pyrazin